C(C)(C)(C)N1CCN(CC1)C1=C(C=C(C=C1)C1=NC=NC2=CC=C(C=C12)C1=CC(=NC=C1)N)F 4-(4-(4-(4-(tert-butyl)piperazin-1-yl)-3-fluorophenyl)quinazolin-6-yl)pyridin-2-amine